5-(4-Pyrimidinecarboxamido)-1H-tetrazole N1=CN=C(C=C1)C(=O)NC1=NN=NN1